C(#N)C1=CC=C2C=C(N(C2=C1)CC1=CC=C(C=C1)[N+](=O)[O-])C(=O)NC1CCC(CC1)NC(OC(C)(C)C)=O tert-Butyl ((1r,4r)-4-(6-cyano-1-(4-nitrobenzyl)-1H-indole-2-carboxamido)-cyclohexyl)carbamate